FC(C1(CC1)COC=1C=C(C=NC1OCC1(CC1)C(F)(F)F)C(=O)N1CCN(CC1)C=1OC=2C(=NC(=CC2)C)N1)(F)F [5,6-bis[[1-(trifluoromethyl)cyclopropyl]methoxy]-3-pyridyl]-[4-(5-methyloxazolo[4,5-b]pyridin-2-yl)piperazin-1-yl]methanone